O=C1N(CCC1)CCCN(C1=CC=C(C=N1)C1=NC=2N(C(N(C(C2N1)=O)CCOC)=O)CCC)C(=O)C1=CC(=C(C=C1)F)F 8-(6-{[3-(2-Oxo-1-pyrrolidinyl)propyl](3,4-difluorophenyl)carbonylamino}-3-pyridyl)-1-(2-methoxyethyl)-3-propylxanthine